(S)-4-bromo-5-chloro-2-phenyl-2,3-dihydrobenzofuran-2-carbaldehyde BrC1=C(C=CC2=C1C[C@@](O2)(C=O)C2=CC=CC=C2)Cl